CN(C(SC1=CC=C(C=C1)C=O)=O)C S-(4-formylphenyl) N,N-dimethylcarbamothioate